NC=1C=C(C=C2C=C(N=CC12)NC(=O)[C@H]1[C@@H](C1)C#N)C=1C=NC=CC1C |r| (±)-trans-N-[8-amino-6-(4-methyl-3-pyridyl)-3-isoquinolyl]-2-cyano-cyclopropanecarboxamide